C1=CC=C(C=2OC3=C(C21)C=CC=C3)C3=CC=C(N)C=C3 4-(4-dibenzofuranyl)aniline